C1(=CC=CC=C1)C1=NOC(=C1)CNNC(=O)N 2-((3-phenylisoxazol-5-yl)methyl)hydrazinecarboxamide